8-bromo-2-(2-(4-(difluoromethoxy)-2-fluorophenoxy)acetyl)-1,3,4,12a-tetrahydrobenzo[e]pyrazino[1,2-a][1,4]diazepine-6,12(2H,11H)-dione BrC1=CC2=C(NC(C3N(C2=O)CCN(C3)C(COC3=C(C=C(C=C3)OC(F)F)F)=O)=O)C=C1